FC=1C(=CC=2C3=C(C=NC2C1)N(C(C31CC(C1)(C)C)=O)C)C=1C=C(C(=NC1)OCCNC(C)C)NS(=O)(=O)C N-(5-(7'-Fluoro-3,3,3'-trimethyl-2'-oxo-2',3'-dihydrospiro[cyclobutane-1,1'-pyrrolo[2,3-c]quinolin]-8'-yl)-2-(2-(isopropylamino)ethoxy)pyridin-3-yl)methanesulfonamide